C(CCCCCCC)S(=O)(=O)ON=C1C=CC(S1)=C(C#N)C1=C(C=CC=C1)C 5-octylsulfonyloxyimino-5H-thiophen-2-ylidene-(2-methylphenyl)acetonitrile